ClC1=C(C=CC(=C1)SC)NC1N(C(C2=CN(C(C=C2C1)=O)C)=O)OCCO ((2-chloro-4-(methylthio)phenyl)amino)-2-(2-hydroxyethoxy)-7-methyl-3,4-dihydro-2,7-naphthyridine-1,6(2H,7H)-dione